CSC1=CC=C2N1C1=CC=CC=C1N=C2 (methylthio)pyrrolo[1,2-a]quinoxaline